CC=1N=C(C2=C(N1)C1=C(O2)C=CC=C1)N1[C@@H](C[C@@H](C1)NC(CC1=CC(=NC=C1)C)=O)C(=O)O (2S,4S)-1-(2-methylbenzofuro[3,2-d]pyrimidin-4-yl)-4-(2-(2-methylpyridin-4-yl)acetamido)pyrrolidine-2-carboxylic acid